C1(CC1)C1=NC=NC(=C1C1=CC(=CC=C1CN1NC(C=C1)(O)SC)C=1N(C=C(N1)C(F)(F)F)CC)OC 6-(4-cyclopropyl-6-methoxypyrimidin-5-yl)-1-(4-(1-ethyl-4-(trifluoro-methyl)-1H-imidazol-2-yl)benzyl)-3-(methylthio)-1H-pyrazolol